FC1=C(C=CC(=C1F)C1=CC2=C(N=C(N=C2)N[C@@H]2CNC[C@H](C2)F)N(C1=O)CCF)NS(=O)(=O)CC1=CC=CC=C1 N-(2,3-difluoro-4-(8-(2-fluoroethyl)-2-(((3S,5S)-5-fluoropiperidin-3-yl)amino)-7-oxo-7,8-dihydropyrido[2,3-d]pyrimidin-6-yl)phenyl)-1-phenylmethanesulfonamide